C[C@]12CCC(=O)C=C1CC[C@@H]3[C@@]2([C@H](C[C@]4([C@H]3CC[C@@]4(C(=O)CO)O)C)O)F The molecule is a C21-steroid, a 3-oxo-Delta(4) steroid, a 20-oxo steroid, a 21-hydroxy steroid, a fluorinated steroid, a mineralocorticoid, a 17alpha-hydroxy steroid and an 11beta-hydroxy steroid. It has a role as an adrenergic agent and an anti-inflammatory drug. It derives from a hydride of a pregnane.